NC=1C2=C(C(NN1)=O)N(C=C2C2=CC=C(C=C2)OC2=C(C=CC=C2F)F)[C@H]2CN(CC2)C(C#CC)=O (R)-4-amino-1-(1-(but-2-ynoyl)pyrrolidin-3-yl)-3-(4-(2,6-difluorophenoxy)phenyl)-1,6-dihydro-7H-pyrrolo[2,3-d]pyridazin-7-one